2,4-dihydroxyphenylacetic acid OC1=C(C=CC(=C1)O)CC(=O)O